tert-butyl ((1-((3-amino-5-ethoxybenzo[d]isoxazol-6-yl)methyl)-1H-pyrazol-4-yl)methyl)carbamate NC1=NOC2=C1C=C(C(=C2)CN2N=CC(=C2)CNC(OC(C)(C)C)=O)OCC